BrCC(=O)C1=CC(=CC=2NC(COC21)=O)OCC2=CC=CC=C2 8-(bromoacetyl)-6-benzyloxy-2H-1,4-benzoxazin-3(4H)-one